N1=C(C=CC(=C1)NC(C1=CC(=C(C=C1)F)Cl)=O)C1=NC=CC=C1 N-([2,2'-bipyridin]-5-yl)-3-chloro-4-fluorobenzamide